C(C)C(CC1=C(C=CC=C1)C1=C(C2=C(NN=N2)C=C1)C1=C(C=CC=C1)CC(CCCC)CC)CCCC bis(2-ethylhexylphenyl)-benzotriazole